C(C)(C)N1N=C(C=C1C1[C@H]2CC(C[C@@H]12)N1CC2(CS(C2)(=O)=O)CC1)C1=CC(=NC=C1)C(F)(F)F 6-((1R,3r,5S,6r)-6-(1-isopropyl-3-(2-(trifluoromethyl)pyridin-4-yl)-1H-pyrazol-5-yl)bicyclo[3.1.0]hexan-3-yl)-2-thia-6-azaspiro[3.4]octane 2,2-dioxide